(E)-3-(3-fluoro-4-isocyanobenzylidene)-5-methoxyindol-2-one FC=1C=C(\C=C/2\C(NC3=CC=C(C=C23)OC)=O)C=CC1[N+]#[C-]